(R)-N-(3-(((5-((6,6-Dimethylpiperidin-3-yl)amino)-3-isopropylpyrazolo[1,5-a]pyrimidin-7-yl)amino)methyl)phenyl)acrylamide CC1(CC[C@H](CN1)NC1=NC=2N(C(=C1)NCC=1C=C(C=CC1)NC(C=C)=O)N=CC2C(C)C)C